C(C)(C)(C)C=1C=C(C=C(C1O)C(C)(C)C)CCC(=O)NNC(CCC(CCC1=CC(=C(C(=C1)C(C)(C)C)O)C(C)(C)C)=O)=O 2',3-bis[(3-[3,5-di(tert-butyl)-4-hydroxyphenyl]propionyl)]propionohydrazide